phosphorus lanthanum zinc [Zn].[La].[P]